FC1=C(C(=CC(=C1)NC1CN(C1)CCCF)F)[C@H]1N([C@@H](CC2=C1NC1=CC=CC(=C21)F)C)C[C@](CO)(C)F (S)-3-((1R,3R)-1-(2,6-difluoro-4-((1-(3-fluoropropyl)azetidin-3-yl)amino)phenyl)-5-fluoro-3-methyl-3,4-dihydro-1H-pyrido[3,4-b]indol-2(9H)-yl)-2-fluoro-2-methylpropan-1-ol